2,2'-dihydroxy-4-isopropoxy-4'-n-butoxybenzophenone OC1=C(C(=O)C2=C(C=C(C=C2)OCCCC)O)C=CC(=C1)OC(C)C